C(#N)C=1C=C2C(=CC=NC2=CC1)NC=1C=CC(=NC1)C(=O)NC1=CC=C(C=C1)NC1=CC=NC=C1 5-(6-Cyanoquinolin-4-ylamino)-N-(4-(pyridin-4-ylamino)phenyl)picolinamide